methyl 2-methyl-4-((3,5-dicyclohexylphenyl) (methyl) amino)-benzoate CC1=C(C(=O)OC)C=CC(=C1)N(C)C1=CC(=CC(=C1)C1CCCCC1)C1CCCCC1